(R)-6-(6-amino-5-methylpyridin-2-yl)-2-(5-(difluoromethoxy)-4-((6-oxo-5-(trifluoromethyl)-1,6-dihydropyridazin-4-yl)amino)pentyl)-7-fluoroisoquinolin-1(2H)-one NC1=C(C=CC(=N1)C=1C=C2C=CN(C(C2=CC1F)=O)CCC[C@H](COC(F)F)NC=1C=NNC(C1C(F)(F)F)=O)C